(S)-3-(4-(3-hydroxypyrrolidin-1-yl)-6-(4-(trifluoromethyl)phenyl)pyrimidin-2-yl)pyridin-2-ol O[C@@H]1CN(CC1)C1=NC(=NC(=C1)C1=CC=C(C=C1)C(F)(F)F)C=1C(=NC=CC1)O